FC(C(=O)O)(F)F.NCC1CCNC=2N1N=C(C2C(=O)N)C2=CC=C(C=C2)OCC2=CC=CC=C2 7-(aminomethyl)-2-(4-(benzyloxy)phenyl)-4,5,6,7-tetrahydropyrazolo[1,5-a]pyrimidine-3-carboxamide trifluoroacetate